2-(6-{5-chloro-2-[(oxan-4-yl)amino]pyrimidin-4-yl}-1-oxo-2,3-dihydro-1H-isoindol-2-yl)-N-methyl-N-(2-methylbutan-2-yl)acetamide ClC=1C(=NC(=NC1)NC1CCOCC1)C1=CC=C2CN(C(C2=C1)=O)CC(=O)N(C(C)(CC)C)C